2-(6-(4-fluorophenyl)-4-hydroxy-1-(2-morpholinoethyl)-2-oxo-1,2-dihydro-1,8-naphthyridine-3-carboxamido)-2-methylpropionic acid FC1=CC=C(C=C1)C=1C=C2C(=C(C(N(C2=NC1)CCN1CCOCC1)=O)C(=O)NC(C(=O)O)(C)C)O